ClC1=C(C=NC(=C1)C)C(=O)NC=1SC=2C(=NC=C(N2)C2=CC=NC=C2)N1 4-chloro-6-methyl-N-[6-(pyridin-4-yl)-[1,3]thiazolo[4,5-b]pyrazin-2-yl]pyridine-3-carboxamide